[4-(cyclopropylmethoxy)phenyl]methanol C1(CC1)COC1=CC=C(C=C1)CO